Cl.NCC(=O)C=1C(=NSC1)C 2-amino-1-(3-methyl-1,2-thiazol-4-yl)ethan-1-one hydrogen chloride